C(C)(C)C1=C(C=CC(=N1)N)C=1C=CC=C2C=CN=CC12 6-isopropyl-5-(8-isoquinolinyl)pyridin-2-amine